C(C1=CC=CC=C1)O[C@@H]1CC[C@]2([C@@H]1O[C@H](C2O)N2C=CC1=C2N=CN=C1Cl)O (2r,3as,6r,6ar)-6-(benzyloxy)-2-(4-chloro-7H-pyrrolo[2,3-d]pyrimidin-7-yl)hexahydro-2H-cyclopenta[b]furan-3,3a-diol